[Si](C)(C)(C(C)(C)C)O[C@@H](CC(=O)O)C (R)-3-((tert-butyldimethylsilyl)oxy)butanoic acid